ClC1=CC(=C(C=C1Cl)C(NS(=O)C(C)(C)C)[C@H]1CN(CCC1)C(=O)[C@@H]1OC(OC1)(C)C)O N-[(4,5-dichloro-2-hydroxyphenyl)[(3R)-1-[(4R)-2,2-dimethyl-1,3-dioxolane-4-carbonyl]piperidin-3-yl]methyl]-2-methylpropane-2-sulfinamide